N-(4-(N-(6-methyl-3-oxo-2,3-dihydro-1,2,4-triazin-4(5H)-yl)sulfamoyl)phenyl)acetamide CC=1CN(C(NN1)=O)NS(=O)(=O)C1=CC=C(C=C1)NC(C)=O